N-(3-chloro-5-(methylsulfonyl)phenyl)-1-(3-(methylsulfanyl)pyridin-2-yl)-1H-pyrazole-4-carboxamide ClC=1C=C(C=C(C1)S(=O)(=O)C)NC(=O)C=1C=NN(C1)C1=NC=CC=C1SC